pyrenyl-methanol C1(=CC=C2C=CC3=CC=CC4=CC=C1C2=C34)CO